2-(1,3-Dihydroisobenzofuran-5-yl)acetic acid C1OCC2=CC(=CC=C12)CC(=O)O